Methyl-2-(1-methyl-2-oxo-1,2-dihydropyridin-3-yl)-3-{[(CIS)-4-phenylcyclohexyl]oxy}prop-2-enoate COC(C(=CO[C@@H]1CC[C@@H](CC1)C1=CC=CC=C1)C=1C(N(C=CC1)C)=O)=O